2'-chloro-5'-methoxy-6-methyl-N-(5-(((3s,5r)-5-methyltetrahydrofuran-3-yl)methoxy)-1,3,4-thiadiazol-2-yl)-(4,4'-bipyridine)-3-carboxamide ClC1=NC=C(C(=C1)C1=C(C=NC(=C1)C)C(=O)NC=1SC(=NN1)OC[C@@H]1CO[C@@H](C1)C)OC